(4-(tert-butyl)phenyl)-N-(8-chloro-[1,2,4]triazolo[4,3-a]quinazolin-5-yl)-N-methylthiazol-5-amine C(C)(C)(C)C1=CC=C(C=C1)C=1SC(=CN1)N(C)C1=NC=2N(C3=CC(=CC=C13)Cl)C=NN2